pentamethylcyclopentadienyl(1-n-butyl-1,5,6,7-tetrahydro-s-indacenyl)hafnium CC1=C(C(=C(C1([Hf]C1(C=CC2=CC=3CCCC3C=C12)CCCC)C)C)C)C